ClC1=NC=2C=NC=C(C2C=C1)S(=O)(=O)Cl 2-chloro-1,7-naphthyridine-5-sulfonyl chloride